CC(C)(C1=CC=CC=C1)C1=CC=C(C=C1)C(C)(C)C1=CC=CC=C1 1,4-bis(1-methyl-1-phenylethyl)-benzene